methyl 2-cyclopropyl-5-ethoxy-4-((3-oxo-2-(4-((4-sulfamoylbutyl)carbamoyl)phenyl)-2,8-diazaspiro[4.5]decan-8-yl)methyl)benzoate C1(CC1)C1=C(C(=O)OC)C=C(C(=C1)CN1CCC2(CC(N(C2)C2=CC=C(C=C2)C(NCCCCS(N)(=O)=O)=O)=O)CC1)OCC